FC1=C(C=CC(=C1)CN1CCOCC1)C=1C=C2C(=CC=NC2=CC1)NC=1C=CC2=C(N=CS2)C1 N-(6-(2-fluoro-4-(morpholinomethyl)phenyl)quinolin-4-yl)benzo[d]thiazol-5-amine